[N].[Kr].[Xe].ClC1=C(C=CC=C1)C1CN=C(O1)C1=CC=CC=C1 5-(2-chlorophenyl)-2-phenyl-4,5-dihydrooxazole xenon krypton nitrogen